7-(S-amino-N-trityl-sulphonimidoyl)-3-methyl-2,3-dihydropyrazolo[5,1-b]oxazole NS(=O)(=NC(C1=CC=CC=C1)(C1=CC=CC=C1)C1=CC=CC=C1)C=1C=NN2C1OCC2C